C(\C=C\CCCCCC)(=O)O trans-nonenoic acid